CN(C(CN1N=C(C=C1)[N+](=O)[O-])=O)C N,N-Dimethyl-2-(3-nitropyrazol-1-yl)acetamide